2-((2S)-2-(1-cyclopropyl-1H-pyrazol-4-yl)-4-morpholinyl)-6,7-dimethyl-4-(trans-3-(trifluoromethyl)cyclobutyl)pyrido[2,3-d]pyrimidine C1(CC1)N1N=CC(=C1)[C@H]1CN(CCO1)C=1N=C(C2=C(N1)N=C(C(=C2)C)C)[C@@H]2C[C@H](C2)C(F)(F)F